2,6-Di(9-carbazolyl)pyridine C1=CC=CC=2C3=CC=CC=C3N(C12)C1=NC(=CC=C1)N1C2=CC=CC=C2C=2C=CC=CC12